[Cl-].[Cl-].[Cl-].[Cl-].[Ga+3].[Ga+3] digallium tetrachloride